3-bromo-N-[4-chloro-2-methyl-6-[(methylamino)thioxomethyl]phenyl]-1-(3-chloro-2-pyridinyl)-1H-pyrazol-5-carboxamide BrC1=NN(C(=C1)C(=O)NC1=C(C=C(C=C1C(=S)NC)Cl)C)C1=NC=CC=C1Cl